2-(3-(trifluoromethyl)benzyl)-6-(2,6-dichloro-4-nitrophenoxy)-3,4-dihydroisoquinolin-1(2H)-one FC(C=1C=C(CN2C(C3=CC=C(C=C3CC2)OC2=C(C=C(C=C2Cl)[N+](=O)[O-])Cl)=O)C=CC1)(F)F